(2S,3R,4S,5R,6R)-2-(((4aR,10aR)-7-acetoxy-1-propyl-1,2,3,4,4a,5,10,10a-octahydrobenzo[g]quinolin-6-yl)oxy)-6-(acetoxymethyl)tetrahydro-2H-pyran-3,4,5-triyl triacetate C(C)(=O)O[C@H]1[C@@H](O[C@@H]([C@H]([C@@H]1OC(C)=O)OC(C)=O)COC(C)=O)OC1=C(C=CC2=C1C[C@H]1CCCN([C@@H]1C2)CCC)OC(C)=O